FC(S(=O)(=O)OC1=CC(=CC=2OCOC21)NC2=NC(=CC(=C2)NC)C)(F)F [6-[[6-methyl-4-(methylamino)-2-pyridyl]amino]-1,3-benzodioxol-4-yl] trifluoromethanesulfonate